tert-butyl (2-(1H-pyrazol-3-yl)propan-2-yl)carbamate N1N=C(C=C1)C(C)(C)NC(OC(C)(C)C)=O